N-(3-chloro-2-ethylphenyl)-4-[({3-[(4-methylmorpholin-2-yl)methoxy]pyridin-4-yl}methyl)amino]-2-oxo-1,2,5,6-tetrahydropyridine-3-carbothioamide ClC=1C(=C(C=CC1)NC(=S)C=1C(NCCC1NCC1=C(C=NC=C1)OCC1CN(CCO1)C)=O)CC